3-(benzylthio-thiocarbonylsulfanyl)propionic acid C(C1=CC=CC=C1)SC(=S)SCCC(=O)O